N-carboxyphenylphthalimide C(=O)(O)N1C(C=2C(C1=O)=C(C=CC2)C2=CC=CC=C2)=O